ClN1C(=O)N(C(=O)C1(CCCCC)C)Cl 1,3-dichloro-5-methyl-5-n-pentylhydantoin